N-(S)-(1-naphthylethyl)glycine C1(=CC=CC2=CC=CC=C12)CCNCC(=O)O